C(C)OC(C(CC=1C=NOC1)N=C(C1=CC=CC=C1)C1=CC=CC=C1)=O 2-[(diphenylmethylene)amino]-3-(1,2-oxazol-4-yl)propionic acid ethyl ester